COC(=O)C=1C=2N(C=CC1Cl)C(=CN2)I 7-chloro-3-iodoimidazo[1,2-a]pyridine-8-carboxylic acid methyl ester